C12(CC(C1)C2)C(=O)ON2C(C1=CC=CC=C1C2=O)=O 1,3-Dioxoisoindolin-2-yl bicyclo[1.1.1]pentane-1-carboxylate